FC=1C=CC=C2C=C(NC12)C(=O)N[C@H](C(=O)N[C@H](C(=O)OC)C[C@H]1C(NCCC1)=O)CC(C)(C)C methyl (2S)-2-[[(2S)-2-[(7-fluoro-1H-indole-2-carbonyl)amino]-4,4-dimethyl-pentanoyl]amino]-3-[(3S)-2-oxo-3-piperidyl]propanoate